(4-vinylphenyl)methyl 3-oxobutanoate O=C(CC(=O)OCC1=CC=C(C=C1)C=C)C